C(CCC)C1N(CCCC1)C=C Butyl-vinyl-piperidine